2-(4-bromo-1-methyl-1H-pyrazol-5-yl)-4-chloro-6-(1,1-difluoro-5-azaspiro[2.3]hexan-5-yl)-3-fluorobenzonitrile BrC=1C=NN(C1C1=C(C#N)C(=CC(=C1F)Cl)N1CC2(CC2(F)F)C1)C